4-benzyloxy-6-chloro-2-methyl-pyridine-3-carboxylic acid ethyl ester C(C)OC(=O)C=1C(=NC(=CC1OCC1=CC=CC=C1)Cl)C